N-(4-bromo-2-cyclopropyl-5-methylphenyl)-N-(1-methyl-1H-indazol-3-yl)acrylamide BrC1=CC(=C(C=C1C)N(C(C=C)=O)C1=NN(C2=CC=CC=C12)C)C1CC1